3-[4-chloro-3-(trifluoromethyl)anilino]-4-ethoxy-cyclobut-3-ene-1,2-dione ClC1=C(C=C(NC=2C(C(C2OCC)=O)=O)C=C1)C(F)(F)F